ClC1=C(C=CC(=C1)Cl)NC1=NC=C(C(=N1)C(F)(F)F)C(=O)N1CCOCC1 1-[2-(2,4-Dichlorophenylamino)-4-trifluoromethylpyrimidin-5-yl]-1-morpholin-4-yl-methanone